6-(3,3-difluoropyrrolidin-1-yl)-2-methylquinazoline-4-thiol FC1(CN(CC1)C=1C=C2C(=NC(=NC2=CC1)C)S)F